C(C)C1=C(C=CC=C1)CN1[C@H](CCC1=O)CC(=O)N[C@@H](C(=O)O)[C@@H](CC)C (2R,3R)-2-[[2-[(2R)-1-[(2-ethylphenyl)methyl]-5-oxopyrrolidin-2-yl]acetyl]amino]-3-methylpentanoic acid